(1S,4s)-4-(2-((1R,2R)-2-hydroxycyclohexylamino)-8-(2,4,6-trichlorophenylamino)-9H-purin-9-yl)cyclohexanecarboxamide O[C@H]1[C@@H](CCCC1)NC1=NC=C2N=C(N(C2=N1)C1CCC(CC1)C(=O)N)NC1=C(C=C(C=C1Cl)Cl)Cl